neodymium lanthanum molybdenum cerium [Ce].[Mo].[La].[Nd]